ClC=1C=C(C=C(C1)NC(CC1=CC=CC=C1)=O)NC(=O)[N-]C1=C[N+](=NO1)CC1=NC=CC=C1 ((3-Chloro-5-(2-phenylacetamido)phenyl)-carbamoyl)(3-(pyridin-2-ylmethyl)-1,2,3-oxadiazol-3-ium-5-yl)amide